C(CCCCCCCCC)PCCCCPCCCCCCCCCC 1,4-bis(decylphosphino)butane